(R)-1-(5-chloro-1-((tetrahydro-2H-pyran-4-yl)methyl)-1H-indole-3-carbonyl)-4-(4-fluorophenyl)-N-(pyrrolidin-3-yl)piperidine-4-carboxamide hydrochloride salt Cl.ClC=1C=C2C(=CN(C2=CC1)CC1CCOCC1)C(=O)N1CCC(CC1)(C(=O)N[C@H]1CNCC1)C1=CC=C(C=C1)F